C(#N)[C@H]1N(CCC1)C(=O)C1=NN(C=2N(C([C@@H]([C@@H](C21)C2=CC=C(C=C2)F)NC(C2=CC(=CC=C2)C(F)(F)F)=O)=O)CC)C2=CC(=CC=C2)O |&1:15,16| N-((4RS,5RS)-3-((S)-2-cyanopyrrolidine-1-carbonyl)-7-ethyl-4-(4-fluorophenyl)-1-(3-hydroxyphenyl)-6-oxo-4,5,6,7-tetrahydro-1H-pyrazolo[3,4-b]pyridin-5-yl)-3-(trifluoromethyl)benzamide